C(C)(C)[N+]1=CN([C@H]2[C@H](O)[C@H](O)[C@@H](CO)O2)C=2N=C(NC(C12)=O)N 7-isopropyl-guanosine